(6aR,8S)-8-fluoro-5-(4-(trifluoromethyl)phenyl)-6,6a,7,8,9,10-hexahydro-5H-pyrido[1,2-a]quinoxaline-8-carboxylic acid F[C@@]1(C[C@H]2N(C=3C=CC=CC3N(C2)C2=CC=C(C=C2)C(F)(F)F)CC1)C(=O)O